FC=1C=C(C=CC1)NC1=NC(=NC(=C1C(F)(F)F)OC)C1=NC=CC=C1 N-(3-fluorophenyl)-6-methoxy-2-(2-pyridyl)-5-(trifluoromethyl)-4-pyrimidinamine